3-[4-(3,6-Diazabicyclo[3.1.1]heptan-3-yl)-3-methyl-2-oxo-benzimidazol-1-yl]piperidine-2,6-dione C12CN(CC(N1)C2)C2=CC=CC=1N(C(N(C12)C)=O)C1C(NC(CC1)=O)=O